C[C@@H]1O[C@@H](CN(C1)C1=CC(=C(C=C1)NC=1C=CC2=CN(N=C2C1)C)C)C N-(4-((2S,6R)-2,6-dimethylmorpholino)-2-methylphenyl)-2-methyl-2H-indazol-6-amine